FC(C=1C(=C(C=CC1)[C@@H](C)NC=1C2=C(N=C(N1)C)C=NC(=C2)C2(CCN(CC2)C(C)=O)OCC(F)(F)F)F)F (R)-1-(4-(4-((1-(3-(difluoromethyl)-2-fluorophenyl)ethyl)amino)-2-methylpyrido[3,4-d]pyrimidin-6-yl)-4-(2,2,2-trifluoroethoxy)piperidin-1-yl)ethan-1-one